N1=C(C=CC=C1)C1=NC(=NC=C1)C1=NC=CC=N1 pyridylbipyrimidinyl